ClC=1C=2C(N=C3N(C2C=CC1)C1=CC(=CC=C1C31CCCCC1)C1(CCCCC1)C=O)=O (4'-chloro-5'-oxo-5'H-spiro[cyclohexane-1,7'-indolo[1,2-a]quinazolin]-10'-yl)cyclohexane-1-carbaldehyde